OC=1C=C2CC[C@H]([C@H](C2=CC1)C1=CC=C(C=C1)N1CCC(CC1)C=O)C1=CC=NC=C1 1-(4-((1S,2R)-6-hydroxy-2-(pyridin-4-yl)-1,2,3,4-tetrahydronaphthalen-1-yl)phenyl)piperidine-4-carbaldehyde